OC(C(C)=O)C 3-Hydroxybutanone